ClC1=CC(=C(CC2=CC=CC(=N2)OC2CCN(CC2)CC2=CC=3C(=NC(=CC3)C(=O)OC)N2CC2CCC2)C=C1)F methyl 2-((4-((6-(4-chloro-2-fluorobenzyl) pyridin-2-yl) oxy) piperidin-1-yl) methyl)-1-(cyclobutylmethyl)-1H-pyrrolo[2,3-b]pyridine-6-carboxylate